C(C=CCCCCCCCCCCCCCC)=O 11Z-heptadecenal